citric acid, pentahydrate O.O.O.O.O.C(CC(O)(C(=O)O)CC(=O)O)(=O)O